NC1=NC=2C=C(C(=CC2C2=C1C=NN2C)C(=O)N(C)[C@H](C)C2=NC=C(C=C2F)C(F)(F)F)F 4-amino-7-fluoro-N-((1R)-1-(3-fluoro-5-(trifluoromethyl)-2-pyridinyl)ethyl)-N,1-dimethyl-1H-pyrazolo[4,3-c]quinoline-8-carboxamide